ethyl 5-(5-cyano-4-fluoro-2-methoxyphenyl)oxazole-2-carboxylate C(#N)C=1C(=CC(=C(C1)C1=CN=C(O1)C(=O)OCC)OC)F